(2-((7-((1-methylpiperidin-4-yl)methoxy)quinazolin-4-yl)amino)phenyl)phosphine oxide CN1CCC(CC1)COC1=CC=C2C(=NC=NC2=C1)NC1=C(C=CC=C1)[PH2]=O